1-((3s,4r)-4-(3,4-difluorophenyl)-1-(1H-pyrazol-4-yl)pyrrolidin-3-yl)-3-(3-(2-methoxyethoxy)-4-methyl-1-phenyl-1H-pyrazol-5-yl)urea FC=1C=C(C=CC1F)[C@H]1[C@@H](CN(C1)C=1C=NNC1)NC(=O)NC1=C(C(=NN1C1=CC=CC=C1)OCCOC)C